Cl.N1(CCOCC1)CC=CC(=O)O 4-(morpholin-4-yl)but-2-enoic acid hydrochloride